C(C)(C)(C)C1=C(C(=CC(=C1)C(N)(C)C)C(C)(C)C)O 2,6-di-tert-butyl-4-(dimethyl-aminomethyl)phenol